2-(((5S,7R,8R,9S,10R)-8-hydroxy-7-(hydroxymethyl)-9-(4-(3,4,5-trifluorophenyl)-1H-1,2,3-triazol-1-yl)-1,6-dioxaspiro[4.5]decan-10-yl)oxy)acetic acid O[C@H]1[C@H](O[C@@]2(CCCO2)[C@@H]([C@H]1N1N=NC(=C1)C1=CC(=C(C(=C1)F)F)F)OCC(=O)O)CO